C(C1=CC=CC=C1)OC1=C(C(=O)NCCC2=CC=C(C=C2)S(N)(=O)=O)C=CC=C1 2-(benzyloxy)-N-(4-sulfamoylphenethyl)benzamide